3-(2,5-Diethylthiophen-3-yl)-1-[(1-methylpiperidin-3-yl)(oxolan-3-yl)sulfamoyl]urea C(C)C=1SC(=CC1NC(NS(N(C1COCC1)C1CN(CCC1)C)(=O)=O)=O)CC